pentandial C(CCCC=O)=O